tin tributyl hydride CCCC[SnH](CCCC)CCCC